FC(C=1C=C(C=C(C1)C(F)(F)F)C1=NN(C=N1)\C=C/C(=O)NN1[C@H]2C=C[C@@H](C1=O)C2)(F)F (Z)-3-(3-(3,5-bis(trifluoromethyl)phenyl)-1H-1,2,4-triazol-1-yl)-N-((1R,4S)-3-oxo-2-azabicyclo[2.2.1]hept-5-en-2-yl)acrylamide